(4-ethanesulfonylaminomethylphenyl)boronic acid C(C)S(=O)(=O)NCC1=CC=C(C=C1)B(O)O